C(C)C(CCCCCCCCCCCCCP(O)(O)=O)CCCC.[Nd] neodymium (2-ethylhexyl)dodecylphosphonic acid